C1(CCC1)OC(=O)NC(C(=O)O)CCN(CCCCC1=NC=2NCCCC2C=C1)CCOC1=CC=CC=C1 2-(cyclobutoxycarbonylamino)-4-[2-phenoxyethyl-[4-(5,6,7,8-tetrahydro-1,8-naphthyridin-2-yl)butyl]amino]butanoic acid